phosphoric acid di(hydroxyethyl acrylate) OCCC(C(=O)O)=C.OCCC(C(=O)O)=C.P(O)(O)(O)=O